5-((2-(4-(Trifluoromethyl)phenyl)pyridin-4-yl)methylene)thiazolidine-2,4-dione FC(C1=CC=C(C=C1)C1=NC=CC(=C1)C=C1C(NC(S1)=O)=O)(F)F